N-(5-(7-(2-chloro-6-fluoro-3,5-dimethoxyphenyl)-6-methyl-5-oxo-5,6-dihydro-2,6-naphthyridin-3-yl)-1-(2-methoxyethyl)-1H-pyrazol-4-yl)acrylamide ClC1=C(C(=C(C=C1OC)OC)F)C=1N(C(C=2C=C(N=CC2C1)C1=C(C=NN1CCOC)NC(C=C)=O)=O)C